oxobutan-1-aminium trifluoroacetate FC(C(=O)[O-])(F)F.O=C(CCC)[NH3+]